5-[1-(3,5-dichlorophenyl)-3-(3,3-dimethylmorpholine-4-carbonyl)-6-methoxy-4H-indeno[1,2-c]pyrazol-7-yl]pyridine-3-carboxamide ClC=1C=C(C=C(C1)Cl)N1N=C(C2=C1C1=CC(=C(C=C1C2)OC)C=2C=C(C=NC2)C(=O)N)C(=O)N2C(COCC2)(C)C